5-(3,4-difluoro-2-methyl-phenoxy)-3-methyl-2-(trifluoromethyl)pyridin-4-amine FC=1C(=C(OC=2C(=C(C(=NC2)C(F)(F)F)C)N)C=CC1F)C